[Na+].P([O-])([O-])=O.P([O-])([O-])=O.[Na+].[Na+].[Na+] bisphosphonate sodium salt